NC1=C(C(=O)N)C=C(C=C1F)C1CCN(CC1)C 2-amino-3-fluoro-5-(1-methylpiperidin-4-yl)benzamide